COC(C1CCN(CC1)C1=CC=C(C=C1)C1=C(CCCC2=C1C=CC(=C2)C(=O)O)C2=CC=C(C=C2)O)OC 5-[4-[4-(dimethoxymethyl)-1-piperidyl]phenyl]-6-(4-hydroxyphenyl)-8,9-dihydro-7H-benzo[7]annulene-2-carboxylic acid